The molecule is the conjugate acid of oxidized Cypridina luciferin arising from selective protonation of the guanidino group; major species at pH 7.3. It is a conjugate acid of an oxidized Cypridina luciferin. CC[C@H](C)C(=O)NC1=NC=C(N=C1CCC[NH+]=C(N)N)C2=CNC3=CC=CC=C32